N-(5-aminopentyl)-2-(2-(benzyloxy)-4,6-dihydroxybenzoyl)isoindoline-5-carboxamide hydrochloride Cl.NCCCCCNC(=O)C=1C=C2CN(CC2=CC1)C(C1=C(C=C(C=C1O)O)OCC1=CC=CC=C1)=O